CC1(OC(=CC(O1)=O)CC(CC(=O)OC\C=C(\CCC=C(C)C)/C)=O)C (E)-3,7-Dimethylocta-2,6-dien-1-yl 4-(2,2-dimethyl-4-oxo-4H-1,3-dioxin-6-yl)-3-oxobutanoate